N-[3-(1,5-dimethyl-6-oxopyridin-3-yl)-4-(cis-4-hydroxycyclohexyl)oxyphenyl]ethanesulfonamide CN1C=C(C=C(C1=O)C)C=1C=C(C=CC1O[C@@H]1CC[C@@H](CC1)O)NS(=O)(=O)CC